titanium tetra(dimethylamino)tetra(diethylamino)titanium CN(C)[Ti](N(CC)CC)(N(CC)CC)(N(CC)CC)(N(CC)CC)(N(C)C)(N(C)C)N(C)C.[Ti]